acryloyloxydecyl thiophosphate P(=S)(OCCCCCCCCCCOC(C=C)=O)([O-])[O-]